(1S,3R)-3-((tert-Butoxycarbonyl)amino)cyclopentane-1-carboxylic acid 1,3-dioxoisoindoline-2-yl ester O=C1N(C(C2=CC=CC=C12)=O)OC(=O)[C@@H]1C[C@@H](CC1)NC(=O)OC(C)(C)C